2-(3-fluoro-bicyclo[1.1.1]pentan-1-yl)-4,4-dimethylcyclohex-1-eneformaldehyde FC12CC(C1)(C2)C2=C(CCC(C2)(C)C)C=O